COC(=O)C1(C(CCC=2N(C3=CC=CC=C3C12)C)(C1=CC=CC=C1)O)C1=CC(=CC=C1)OC Methyl-3-hydroxy-4-(3-methoxyphenyl)-9-methyl-3-phenyl-2,3,4,9-tetrahydro-1H-carbazole-4-carboxylate